2-(2-((5-bromo-1-methyl-1H-indazol-3-yl)methoxy)phenyl)acetic acid ethyl ester C(C)OC(CC1=C(C=CC=C1)OCC1=NN(C2=CC=C(C=C12)Br)C)=O